NC(C(CCC(=O)OC)N1C(C2=CC=CC(=C2C1)OCC=1N=C2N(C=CC=C2)C1)=O)=O methyl 5-amino-4-(4-(imidazo[1,2-a]pyridin-2-ylmethoxy)-1-oxoisoindolin-2-yl)-5-oxopentanoate